FC=1C=C2C=CNC2=CC1C(=O)O 5-fluoro-1H-indole-6-carboxylic acid